C(OC1=C2C(=CNC2=CC=C1)CCN(C)C)(=O)Cl 3-(2-(Dimethylamino)ethyl)-1H-indol-4-yl carbonochloridate